(2R,4S)-1-tert-butyl 2-methyl 4-(5-bromo-7-(trifluoromethyl)-2H-benzo[b][1,4]oxazin-4(3H)-yl)-2-methylpyrrolidine-1,2-dicarboxylate BrC1=CC(=CC=2OCCN(C21)[C@H]2C[C@@](N(C2)C(=O)OC(C)(C)C)(C(=O)OC)C)C(F)(F)F